C(C1=CC=CC=C1)N1C[C@@H](CC1)NC(=O)N1CC(C2=NC(=CC=C21)C)(C)C (R)-N-(1-benzylpyrrolidin-3-yl)-3,3,5-trimethyl-2,3-dihydro-1H-pyrrolo[3,2-b]pyridine-1-carboxamide